1-{4-[6-Chloro-8-Fluoro-7-(5-Methyl-1h-Indazol-4-Yl)quinazolin-4-Yl]piperazin-1-Yl}propan-1-One ClC=1C=C2C(=NC=NC2=C(C1C1=C2C=NNC2=CC=C1C)F)N1CCN(CC1)C(CC)=O